C(=CC)C1C=NC2=NC=NC(=C12)N 7-propenyl-7-deaza-adenine